bis(nonafluorobutyl)(trifluoromethyl)amine FC(C(C(F)(F)N(C(F)(F)F)C(C(C(C(F)(F)F)(F)F)(F)F)(F)F)(F)F)(C(F)(F)F)F